methyl 6-bromo-5-fluoro-1-oxo-1,2,3,4-tetrahydroisoquinoline-4-carboxylate BrC=1C(=C2C(CNC(C2=CC1)=O)C(=O)OC)F